3,3-dimethylbutanoic acid CC(CC(=O)O)(C)C